ClC1=NC=C(C(=O)NC2=NC(=CC(=N2)N2CCC(CC2)(F)F)C)C(=C1)N1CCC2(CC2)CC1 6-chloro-N-(4-(4,4-difluoropiperidin-1-yl)-6-methylpyrimidin-2-yl)-4-(6-azaspiro[2.5]octan-6-yl)nicotinamide